4-(4-(5-(2,3-Dichlorophenyl)-4,5-dihydro-1H-pyrazol-3-yl)phenoxy)-N-methylpicolinamide ClC1=C(C=CC=C1Cl)C1CC(=NN1)C1=CC=C(OC2=CC(=NC=C2)C(=O)NC)C=C1